C(C)OC=1C=C(C=C(C1CC=C(C)C)\C=C\C1=CC(=C(C=C1)O)[N+](=O)[O-])O (E)-3-ethoxy-5-(4-hydroxy-3-nitrostyryl)-4-(3-methylbut-2-en-1-yl)phenol